2-(4-cyclopropyl-6-methoxy-pyrimidin-5-yl)-4-methylsulfanyl-5,6-dihydrofuro[2,3-d]pyrimidine C1(CC1)C1=NC=NC(=C1C=1N=C(C2=C(N1)OCC2)SC)OC